p-chlorocinnamamide ClC1=CC=C(C=CC(=O)N)C=C1